C1(=CC=CC=C1)SC[C@@H](CCN1CCCC1)NC(OC(C)(C)C)=O tert-butyl (R)-(1-(phenylthio)-4-(pyrrolidin-1-yl)butan-2-yl)carbamate